COC=1C=C(C=CC1OC)C1=CC=NC=2N1N(CC2)C2=C(C=CC=C2)F 7-(3,4-dimethoxyphenyl)-N-(2-fluorophenyl)pyrazolo[1,5-a]pyrimidine